(R)-N-(7-fluoro-2-methyl-2H-indazol-5-yl)-5-(3-(methylamino)pyrrolidin-1-yl)pyrazine-2-carboxamide FC1=CC(=CC2=CN(N=C12)C)NC(=O)C1=NC=C(N=C1)N1C[C@@H](CC1)NC